C(C=C)(=O)N1CCN(CC1)C1=C(C(N(C2=NC(=C(C=C12)Cl)C1=C(C(=C(C(=C1F)F)F)F)N)C=1C(=NC=CC1C)C(C)C)=O)C#N 4-(4-propenoylpiperazin-1-yl)-7-(2-amino-3,4,5,6-tetrafluorophenyl)-6-chloro-1-(2-isopropyl-4-methylpyridin-3-yl)-2-oxo-1,2-dihydro-1,8-naphthyridine-3-carbonitrile